C(CC(C(=O)O)N)CN The molecule is an alpha-amino acid that is pentanoic acid bearing two amino substituents at positions 2 and 5. It has a role as a human metabolite, a Daphnia magna metabolite, an algal metabolite and an Escherichia coli metabolite. It is a conjugate base of an ornithinium(1+). It is a conjugate acid of an ornithinate.